2-{3-[4-(benzyloxy)-3-methyl-1H-pyrazol-1-yl]propyl}-1H-isoindole-1,3(2H)-dione C(C1=CC=CC=C1)OC=1C(=NN(C1)CCCN1C(C2=CC=CC=C2C1=O)=O)C